methyl-zirconium (iv) trichloride [Cl-].[Cl-].[Cl-].C[Zr+3]